NC1=NC=CC(=C1)OC=1C=C2C=CN(C2=CC1OCCOC)C(=O)NC 5-((2-aminopyridin-4-yl)oxy)-6-(2-methoxyethoxy)-N-methyl-1H-indole-1-carboxamide